OC1=CC=2N=CN=C(C2N=C1NC(=O)C1(CC1)C(F)(F)F)C=1C(=NN(C1)C([2H])([2H])[2H])C1=CC=CC=C1 N-{7-hydroxy-4-[1-(2H3)methyl-3-phenyl-1H-pyrazol-4-yl]pyrido[3,2-d]pyrimidin-6-yl}-1-(trifluoromethyl)cyclopropane-1-carboxamide